C(CCCCC(C)C)OC(C(=C(C1=CC=CC=C1)C1=CC=CC=C1)C#N)=O 2-cyano-3,3-diphenyl-acrylic acid isooctyl ester